methyl 5-((2-hydroxyethyl)sulfonamido)-3-(6-azaspiro[2.5]octan-6-yl)picolinate OCCS(=O)(=O)NC=1C=C(C(=NC1)C(=O)OC)N1CCC2(CC2)CC1